C(CCCCCCCCCCC)OS(=O)(=O)C1=CC=CC=C1.N(CCO)(CCO)CCO triethanolamine dodecyl-benzenesulphonate